C(CCCCC)C=1C=C(SC1)C=1C=2C(NC(C2)=O)=CC=2C1NC(C2)=O 4-(4-hexyl-2-thienyl)-2,6-dioxo-1,2,5,6-tetrahydrobenzo[1,2-b:4,5-b']dipyrrole